Methyl 4-ethoxyquinoline-2-carboxylate C(C)OC1=CC(=NC2=CC=CC=C12)C(=O)OC